CN1C=CC2=NC=CC=C21 methyl-1H-pyrrolo[3,2-b]pyridine